tert-Butyl (2S,5R)-5-(4-(6-chloro-3-((4-hydroxypiperidin-4-yl)methyl)-4-oxo-3,4-dihydro-7H-pyrrolo[2,3-d]pyrimidin-7-yl)phenyl)-2-methylmorpholine-4-carboxylate ClC1=CC2=C(N=CN(C2=O)CC2(CCNCC2)O)N1C1=CC=C(C=C1)[C@@H]1CO[C@H](CN1C(=O)OC(C)(C)C)C